1'-ferrocenediformyl chloride [C-]1(C=CC=C1)C(=O)Cl.[C-]1(C=CC=C1)C(=O)Cl.[Fe+2]